5-(4-(2-(2,6-dioxopiperidin-3-yl)-3-oxoisoindolin-5-yl)piperazin-1-yl)pentanoic acid O=C1NC(CCC1N1CC2=CC=C(C=C2C1=O)N1CCN(CC1)CCCCC(=O)O)=O